CC(CO)(CC1=CC=CC=C1)C 2,2-dimethyl-3-phenyl-propanol